N-(4-(2-hydroxy-4-(trifluoromethyl)phenyl)phthalazin-1-yl)-2-(methylamino)acetamide OC1=C(C=CC(=C1)C(F)(F)F)C1=NN=C(C2=CC=CC=C12)NC(CNC)=O